C1(C(N=NC2=NC3=NC4=CC5=CC=CC=C5C=C4C=C3C=C12)=O)=O tetraazapentacenequinone